3-(5-(4-Aminopiperidin-1-yl)-3-methyl-2-oxo-2,3-dihydro-1H-benzo[d]imidazol-1-yl)piperidine-2,6-dione NC1CCN(CC1)C1=CC2=C(N(C(N2C)=O)C2C(NC(CC2)=O)=O)C=C1